CCCCCCCCCCCCCCC Normal pentadecane